CC1(C(C(=C[C@@]2(CCN(C2)C(=O)C=2C(=NOC2C(C)C)C)C1)C#N)=O)C (5S)-9,9-dimethyl-2-[3-methyl-5-(propan-2-yl)-1,2-oxazole-4-carbonyl]-8-oxo-2-azaspiro[4.5]dec-6-ene-7-carbonitrile